[Sc].[La].[Ce].[Mg] magnesium-cerium lanthanum scandium